O=C1OC2=CC=CC=C2C=C1C(=O)OC(C(C)C)C=1SC(=C(N1)C)C 1-(4,5-dimethylthiazol-2-yl)-2-methylpropyl 2-oxo-2H-chromene-3-carboxylate